ClC1=NC=C(C(=O)NOCC)C(=C1)NC1=C(C=C(C(=C1)F)C(C)C)N(S(=O)(=O)C)C 6-Chloro-N-ethoxy-4-((5-fluoro-4-isopropyl-2-(N-methylmethanesulfonamido)phenyl)amino)nicotinamide